4-(((4-(5-chloro-2-((1-((2-(2,6-dioxopiperidin-3-yl)-7-fluoro-1-oxoisoindolin-5-yl)methyl)piperidin-4-yl)amino)pyridin-4-yl)thiazol-2-yl)amino)methyl)tetrahydro-2H-pyran-4-carbonitrile ClC=1C(=CC(=NC1)NC1CCN(CC1)CC=1C=C2CN(C(C2=C(C1)F)=O)C1C(NC(CC1)=O)=O)C=1N=C(SC1)NCC1(CCOCC1)C#N